N[C@@H](CS)C(=O)O.[Na] sodium L-cystein